ClC1=CN(C2=NC=C(C=C21)C(=O)NC(CC2=C(C=CC=C2)F)(C)C)C 3-chloro-N-(1-(2-fluorophenyl)-2-methylpropan-2-yl)-1-methyl-1H-pyrrolo[2,3-b]pyridine-5-carboxamide